C1N(CC12CNC2)C2=CC1=C(NC(=N1)C1=CC(=C(C(=C1)O)O)OC)C=C2 5-(5-(2,6-diazaspiro[3.3]heptan-2-yl)-1H-benzo[d]imidazol-2-yl)-3-methoxybenzene-1,2-diol